C(C)(C)N1C(N(C=C(C1=O)C)C1=CC=C(C=C1)C(F)(F)F)=O 3-isopropyl-5-methyl-1-[4-(trifluoromethyl)phenyl]pyrimidine-2,4-dione